O1CCC(CC1)CN1N=CN=C1CNC(OC(C)(C)C)=O tert-butyl ((1-((tetrahydro-2H-pyran-4-yl)methyl)-1H-1,2,4-triazol-5-yl)methyl)carbamate